4-(2-((5,7-dimethyl-1H-indol-4-yl)methyl)-2-azabicyclo[2.2.1]hept-3-yl)benzamide CC=1C(=C2C=CNC2=C(C1)C)CN1C2CCC(C1C1=CC=C(C(=O)N)C=C1)C2